F[C@@H]1CN(CC1)[C@H]1C[C@]2(CCCO2)CC[C@@H]1N(C(C)=O)C N-((5R,7S,8S)-7-((S)-3-fluoropyrrolidin-1-yl)-1-oxaspiro[4.5]decan-8-yl)-N-methylacetamide